[C-]#N.C(CCCCCCCCCCC)[N+]1=CC=C(C=C1)C 1-dodecyl-4-methyl-pyridinium cyanide